(R)-N-(1-(3,4-Dihydro-2,7-naphthyridin-2(1H)-yl)propan-2-yl)-4-(5-(trifluoromethyl)-1,2,4-oxadiazol-3-yl)benzamide C1N(CCC2=CC=NC=C12)C[C@@H](C)NC(C1=CC=C(C=C1)C1=NOC(=N1)C(F)(F)F)=O